3-(2-fluoro-5-methylphenyl)-2-(3-{[(2S)-pyrrolidin-2-yl]methoxy}pyridin-4-yl)-1H-pyrrolo[3,2-b]pyridine FC1=C(C=C(C=C1)C)C1=C(NC=2C1=NC=CC2)C2=C(C=NC=C2)OC[C@H]2NCCC2